COC(=O)C=1C=C2C(=C(NC2=C(C1)NC(=O)NC1=C(C=CC=C1)OC)C)C(C)=O 3-acetyl-7-(3-(2-methoxyphenyl)ureido)-2-methyl-1H-indole-5-carboxylic acid methyl ester